N-methylethylamino-1-propanol CN(CC)C(CC)O